FC=1C=C(C=CC1)[B-](C1=CC(=CC=C1)F)(C1=CC(=CC=C1)F)C1=CC(=CC=C1)F.C(C1=CC=CC=C1)[N+]12CCCCCC2=NCCC1 benzyl-1,8-diazabicyclo[5.4.0]-7-undecenium tetrakis(3-fluorophenyl)borate